tert-butyl (1S,4S)-5-{2-[6,12-bis-(1H-indazol-5-yl)-9-oxa-2,4-diazatricyclo[8.4.0.0^{3,8}]tetradeca-1(10),3(8),4,6,11,13-hexaen-2-yl]ethyl}-2,5-diazabicyclo[2.2.1]heptane-2-carboxylate N1N=CC2=CC(=CC=C12)C=1C=NC=2N(C=3C=CC(=CC3OC2C1)C=1C=C2C=NNC2=CC1)CCN1[C@@H]2CN([C@H](C1)C2)C(=O)OC(C)(C)C